methyl 3-azabicyclo[3.1.0]hexane-2-carboxylate C12C(NCC2C1)C(=O)OC